C(C)(=O)O[C@H]1[C@H](O[C@H]([C@@H]([C@H]1N1N=NC(=C1)C1=CC(=CC=C1)F)OC(C)=O)C#N)COC(C)=O (2R,3R,4R,5R,6S)-2-(acetoxymethyl)-6-cyano-4-(4-(3-fluorophenyl)-1H-1,2,3-triazol-1-yl)tetrahydro-2H-pyran-3,5-diyl diacetate